BrC1=CC=C(C(=N1)NC=1C=C2C=NNC2=C(C1)C)N 6-bromo-N2-(7-methyl-1H-indazol-5-yl)pyridine-2,3-diamine